(2R,3R,4S,5R,6R)-4-(4-(4-chloro-2,3-difluorophenyl)-1H-1,2,3-triazol-1-yl)-2-(hydroxymethyl)-5-methoxy-6-((3-(1-methylcyclopropyl)isoxazol-5-yl)methyl)tetrahydro-2H-pyran-3-ol ClC1=C(C(=C(C=C1)C=1N=NN(C1)[C@H]1[C@H]([C@H](O[C@@H]([C@@H]1OC)CC1=CC(=NO1)C1(CC1)C)CO)O)F)F